7-(2,4-dimethyl-2H-indazol-5-yl)-N-((3aR,5s,6aS)-2-((tetrahydro-2H-pyran-4-yl)methyl)-octahydrocyclopenta[c]pyrrol-5-yl)-thieno[2,3-d]pyridazin-4-amine CN1N=C2C=CC(=C(C2=C1)C)C=1N=NC(=C2C1SC=C2)NC2C[C@@H]1[C@@H](CN(C1)CC1CCOCC1)C2